FC(N1N=CC(=C1)C=1C(=NC=C(N1)N1C[C@H](N(CC1)C(=O)[C@H]1[C@@H](C1)C)C)C#N)F 3-[1-(difluoromethyl)-1H-pyrazol-4-yl]-5-[(3R)-3-methyl-4-{[(1R,2R)-2-methylcyclopropyl]carbonyl}piperazin-1-yl]pyrazine-2-carbonitrile